8-((2S,SR)-2,5-dimethyl-4-(1-(2,4,6-trifluorophenyl)ethyl)piperazin-1-yl)-5-methyl-6-oxo-5,6-dihydro-1,5-naphthyridine-2-carbonitrile C[C@@H]1N(C[C@@H](N(C1)C(C)C1=C(C=C(C=C1F)F)F)C)C1=CC(N(C=2C=CC(=NC12)C#N)C)=O |&1:4|